2-{[(2S)-1,4-dioxan-2-yl]methyl}-8-methyl-N-{[(2S)-oxolan-2-yl]methyl}-(4S)-4-(trifluoromethyl)-4,5-dihydro-2H-furo[2,3-g]indazole-7-carboxamide O1[C@H](COCC1)CN1N=C2C3=C(C[C@@H](C2=C1)C(F)(F)F)OC(=C3C)C(=O)NC[C@H]3OCCC3